((2R,5S)-2,5-dimethylmorpholine-4-carbonyl)-2,6-dimethoxybenzenesulfonamide C[C@@H]1CN([C@H](CO1)C)C(=O)C=1C(=C(C(=CC1)OC)S(=O)(=O)N)OC